C1(CC1)C1C[C@H](N(CC1)CC1=C2C=CN(C2=C(C=C1OC)C)C(=O)OC(C)(C)C)C1=CC=C(C=C1)C(=O)OC Tert-butyl 4-(((2S)-4-cyclopropyl-2-(4-(methoxycarbonyl)phenyl) piperidin-1-yl)methyl)-5-methoxy-7-methyl-1H-indole-1-carboxylate